C(C1=CC=CC=C1)OCCCC(C=O)=C 5-(benzyloxy)-2-methylenepentanal